((1s,3s)-3-Hydroxy-3-methylcyclobutyl)(7-(6-methoxypyridin-2-yl)-2-azaspiro[3.5]nonan-2-yl)methanon OC1(CC(C1)C(=O)N1CC2(C1)CCC(CC2)C2=NC(=CC=C2)OC)C